NC1=NC(N(C=C1F)[C@@H]1O[C@]([C@H]([C@@H]1F)O[Si](C)(C)C(C)(C)C)(CSC)CO[Si](C)(C)C(C)(C)C)=O 4-amino-1-[(2R,3S,4R,5R)-4-[(tert-butyldimethylsilyl)oxy]-5-{[(tert-butyldimethylsilyl)oxy]methyl}-3-fluoro-5-[(methylsulfanyl)methyl]oxolan-2-yl]-5-fluoro-pyrimidin-2-one